RESVERATROL GLYCOLAT C(CO)(=O)O.C1(=CC(O)=CC(O)=C1)C=CC1=CC=C(O)C=C1